Magnesium phosphat Calcium phosphat P(=O)([O-])([O-])[O-].[Ca+2].P(=O)([O-])(O)O.[Mg+2]